4-(dimethylamino)-1-(4-(3-((4-(trifluoromethyl)phenyl)amino)pyrazin-2-yl)piperazin-1-yl)but-2-en-1-one CN(CC=CC(=O)N1CCN(CC1)C1=NC=CN=C1NC1=CC=C(C=C1)C(F)(F)F)C